P1(=O)(OC2=C(C=C(C=C2C(C)(C)C)C(C)C)CCC2=C(C(=CC(=C2)C(C)C)C(C)(C)C)O1)[O-].[Na+] sodium 2,2'-ethylenebis(4-isopropyl-6-tert-butylphenyl) phosphate